NC1=NC2=C(N1C1(CN(CC1)CCOC1=C(C=NN1C)C1=CC(=CN(C1=O)C)C(=O)OC)C)C=C(C=C2)Br methyl 5-(5-{2-[3-(2-amino-6-bromo-1,3-benzodiazol-1-yl)-3-methylpyrrolidin-1-yl] ethoxy}-1-methylpyrazol-4-yl)-1-methyl-6-oxopyridine-3-carboxylate